BrC1=CC(=NC=C1)CC1(CCC1)O 1-((4-bromopyridin-2-yl)methyl)cyclobutan-1-ol